D-α,β-diaminopropionic acid N[C@@H](C(=O)O)CN